N-(3,4-dichloro-10-iodo-6,7,8,9-tetrahydropyrido[1,2-a]indol-9-yl)acetamide ClC1=CC=C2C(=C3N(C2=C1Cl)CCCC3NC(C)=O)I